tert-butyl 2-(2-(2-isopropylphenyl)-4-methylpiperazin-1-yl)-7-azaspiro[3.5]nonane-7-carboxylate C(C)(C)C1=C(C=CC=C1)C1N(CCN(C1)C)C1CC2(C1)CCN(CC2)C(=O)OC(C)(C)C